tert-butyl 4-(2,2,2-trifluoroacetamido)-4-[(2,2,2-trifluoroacetamido)methyl]piperidine-1-carboxylate FC(C(=O)NC1(CCN(CC1)C(=O)OC(C)(C)C)CNC(C(F)(F)F)=O)(F)F